2-(3-fluoro-2-(trifluoromethyl)phenyl)-6-hydroxy-6-methyl-2-methylamino-cyclohexan-1-one hydrochloride Cl.FC=1C(=C(C=CC1)C1(C(C(CCC1)(C)O)=O)NC)C(F)(F)F